4-(4-((3-carbamoyl-6-(3-(3-cyclopentyl-2-oxoimidazolin-1-yl)piperidin-1-yl)pyrazin-2-yl)amino)phenyl)-4-methylpiperidine-1-carboxylic acid tert-butyl ester C(C)(C)(C)OC(=O)N1CCC(CC1)(C)C1=CC=C(C=C1)NC1=NC(=CN=C1C(N)=O)N1CC(CCC1)N1C(N(CC1)C1CCCC1)=O